Cl.Cl.COC1=C(C=C(C=C1)OC(F)(F)F)CN[C@@H]1[C@@H](NCCC1)C1=CC=CC=C1 (2S,3S)-N-[[2-Methoxy-5-(trifluoromethoxy)phenyl]methyl]-2-phenyl-3-piperidinamine dihydrochloride